C(C)(C)(C)N1N=CC(=C1)NC1=NC=C(C(=N1)NCCOCCOCCO)C(=O)N 2-((1-tert-butyl-1H-pyrazol-4-yl)amino)-4-((2-(2-(2-hydroxyethoxy)ethoxy)ethyl)amino)pyrimidine-5-carboxamide